4-butoxy-N1-((4-(dimethylamino)tetrahydro-2H-pyran-4-yl)methyl)-3,5-dimethoxybenzamide hydrochloride Cl.C(CCC)OC1=C(C=C(C(=O)NCC2(CCOCC2)N(C)C)C=C1OC)OC